FC(C1=CC(=NC=C1)OCC12CNCC2C1)(F)F 1-({[4-(trifluoromethyl)pyridin-2-yl]oxy}methyl)-3-azabicyclo[3.1.0]hexane